ClC1=C(C=C2C(=N1)NC=C2I)C 6-chloro-3-iodo-5-methyl-1H-pyrrolo[2,3-b]pyridine